3-(bromomethyl)benzoic acid propyl ester C(CC)OC(C1=CC(=CC=C1)CBr)=O